5-(8-(7-acetyl-3-ethyl-5,6,7,8-tetrahydroimidazo[1,5-a]pyrazin-1-yl)isoquinolin-3-yl)-N-((5-(2-(2,6-dioxopiperidin-3-yl)-1-oxoisoindolin-4-yl)pyridin-3-yl)methyl)picolinamide C(C)(=O)N1CC=2N(CC1)C(=NC2C=2C=CC=C1C=C(N=CC21)C=2C=CC(=NC2)C(=O)NCC=2C=NC=C(C2)C2=C1CN(C(C1=CC=C2)=O)C2C(NC(CC2)=O)=O)CC